3-(2-isopropylphenyl)-1-((4-methoxybenzofuran-6-yl)methyl)piperazine Cholest-5-en-3-yl-stearate CC(C)CCC[C@@H](C)[C@H]1CC[C@H]2[C@@H]3CC=C4CC(CC[C@]4(C)[C@H]3CC[C@]12C)OC(CCCCCCCCCCCCCCCCC)=O.C(C)(C)C1=C(C=CC=C1)C1CN(CCN1)CC1=CC2=C(C=CO2)C(=C1)OC